The molecule is a member of the class of chromenes that is 2H-1-benzopyran-7-ol acetate substituted by methyl groups at positions 2 and 2, an ethyl group at position 4 and a 4-(acetyloxy)phenyl group at position 3 respectively. It is a member of chromenes, an acetate ester and a diester. CCC1=C(C(OC2=C1C=CC(=C2)OC(=O)C)(C)C)C3=CC=C(C=C3)OC(=O)C